Cl.NC/C(/CN1N=CN(C1=O)C1=CC(=C(C=C1)Br)OC)=C\F 2-[(2E)-2-(aminomethyl)-3-fluoroprop-2-en-1-yl]-4-(4-bromo-3-methoxyphenyl)-2,4-dihydro-3H-1,2,4-triazol-3-one hydrochloride